1-[3-(5-bromo-2-pyridyl)pyrazin-2-yl]ethanamine BrC=1C=CC(=NC1)C=1C(=NC=CN1)C(C)N